FC(F)(F)C(=O)C([C@@H](N)CC1=CC=CC=C1)=O PHENYLALANYL TRIFLUOROMETHYL KETONE